C1(=CC=CC=C1)P(C1=C(C2=CC=CC=C2C=C1)C1=C(C=CC2=CC=CC=C12)P(C1=CC=CC=C1)C1=CC=CC=C1)C1=CC=CC=C1 2,2'-bis(diphenylphosphino)-[1,1'-binaphthyl]